C(CC[C@@H](C)[C@H]1CC[C@H]2[C@@H]3CC[C@@H]4CCCC[C@]4(C)[C@H]3CC[C@]12C)(=O)N 5beta-cholanamide